1,4-bis[4-(4-aminophenoxy)phenoxy-alpha,alpha-dimethylbenzyl]benzene NC1=CC=C(OC2=CC=C(OC3=C(C(C)(C)C4=CC=C(C=C4)C(C4=C(C=CC=C4)OC4=CC=C(C=C4)OC4=CC=C(C=C4)N)(C)C)C=CC=C3)C=C2)C=C1